9-(tert-butyl)-6-chloro-2-(propylsulfanyl)-9H-purine C(C)(C)(C)N1C2=NC(=NC(=C2N=C1)Cl)SCCC